C(C)(=O)OC(COC(C)=O)CO hydroxymethylethylene diacetate